FC(C=1N=C2N(N=C(C(=C2C)C)N2CC=3C=C(C=NC3CC2)C=2C(=NC=CC2)C)C(C1)=O)F 2-(difluoromethyl)-8,9-dimethyl-7-(3-(2-methylpyridin-3-yl)-7,8-dihydro-1,6-naphthyridin-6(5H)-yl)-4H-pyrimido[1,2-b]pyridazin-4-one